arginine lithium salt [Li+].N[C@@H](CCCNC(N)=N)C(=O)[O-]